ClC1C2C(=NC=N1)N(N=C2C2=CC=CC=C2)C 4-chloro-1-methyl-3-phenyl-3a,4-dihydro-1H-pyrazolo[3,4-d]pyrimidine